NC1=NN2C(C(=CC(=C2)OCC(C)(C)O)Cl)=C1C#N 2-amino-4-chloro-6-(2-hydroxy-2-methylpropoxy)pyrazolo[1,5-a]pyridine-3-carbonitrile